3-cyclopropyl-N-(2-fluoro-2-methylpropyl)-9-[(2-oxo-1,3-dihydroindol-5-yl)amino]-8,9-dihydro-7H-cyclopenta[h]isoquinoline-5-sulfonamide C1(CC1)C=1N=CC=2C3=C(C=C(C2C1)S(=O)(=O)NCC(C)(C)F)CCC3NC=3C=C1CC(NC1=CC3)=O